(R)-6-chloro-4-oxo-7-(2-((pyridin-2-yloxy)methyl)pyrrolidin-1-yl)-1-(pyrimidin-2-yl)-1,4-dihydroquinoline-3-carboxylic acid ClC=1C=C2C(C(=CN(C2=CC1N1[C@H](CCC1)COC1=NC=CC=C1)C1=NC=CC=N1)C(=O)O)=O